F[C@@]1(C[C@H](O)[C@@H](CO)O1)N1C=NC=2C(N)=NC(=NC12)N fluoro-2'-deoxy-2-aminoadenosine